25-triacontenic acid C(CCCCCCCCCCCCCCCCCCCCCCCC=CCCCC)(=O)O